COC1=CC=C(C(=O)O[C@@H]2[C@@H](O[C@@H]([C@@H]([C@H]2OC(C2=CC=C(C=C2)OC)=O)N=[N+]=[N-])OC2CO[C@H](C2OC(C2=CC=C(C=C2)OC)=O)S(=O)C2=CC=CC=C2)CN=[N+]=[N-])C=C1 (2S,3R,4R,5R,6R)-5-azido-2-(azidomethyl)-6-(((5S)-4-((4-methoxybenzoyl)oxy)-5-(phenylsulfinyl)tetrahydrofuran-3-yl)oxy)tetrahydro-2H-pyran-3,4-diyl bis(4-methoxybenzoate)